C(CCCO)O Butane-1,4-Diol